ClC=1C(=CC=2N=CN=C(C2N1)NC1=CC(=C(C=C1)OC1=CC2=C(N(N=N2)C)C=C1)C)C 6-chloro-7-methyl-N-(3-methyl-4-((1-methyl-1H-benzo[d][1,2,3]triazol-5-yl)oxy)phenyl)pyrido[3,2-d]pyrimidin-4-amine